2-((3,5-difluoro-3'-(methoxy-d3)-[1,1'-biphenyl]-4-yl)(2-hydroxyethyl)aminomethyl)cyclopent-1-ene-1-carboxylic acid FC=1C=C(C=C(C1C(C1=C(CCC1)C(=O)O)NCCO)F)C1=CC(=CC=C1)OC([2H])([2H])[2H]